1,2-diazolin-3-one N1=NC(CC1)=O